tert-butyl 2-[2-[2-[3-[4-amino-2-[6-methyl-7-oxo-1-(p-tolylsulfonyl)pyrrolo[2,3-c]pyridin-4-yl]phenoxy]phenoxy]ethoxy]ethoxy]acetate NC1=CC(=C(OC=2C=C(OCCOCCOCC(=O)OC(C)(C)C)C=CC2)C=C1)C=1C2=C(C(N(C1)C)=O)N(C=C2)S(=O)(=O)C2=CC=C(C=C2)C